N-cyclopropyl-5-(4-((7-fluoro-9-oxo-2,3,8,9-tetrahydro-1H-3a,4,8,9a-tetraazacyclopenta[def]phenanthren-6-yl)methyl)piperazin-1-yl)-6-methylpicolinamide C1(CC1)NC(C1=NC(=C(C=C1)N1CCN(CC1)CC1=CC=2C3=C4N(CCCN4C(NC3=C1F)=O)N2)C)=O